C1(CC1)C1=NC=NC(=C1C=1N=CC2=C(N1)N(C1CC2(C1)O)CC1=CC=C(C=C1)C=1N(C=C(N1)C(F)(F)F)C(C)C)OC 2-(4-cyclopropyl-6-methoxypyrimidin-5-yl)-8-(4-(1-isopropyl-4-(trifluoromethyl)-1H-imidazol-2-yl)benzyl)-7,8-dihydro-5,7-methanopyrido[2,3-d]pyrimidin-5(6H)-ol